6-(benzenesulfonyl)-2-(pyridin-2-yl)-4,5,6,7-tetrahydro-2H-pyrazolo[3,4-c]pyridin-3-ol C1(=CC=CC=C1)S(=O)(=O)N1CC=2C(CC1)=C(N(N2)C2=NC=CC=C2)O